NC1=CC=C(C=N1)/C=C/C(=O)NCC=1OC2=C(C1)C=C(C=C2C2=CC=C(C=C2)F)C2=CC=C(C=C2)C(F)(F)F (E)-3-(6-aminopyridin-3-yl)-N-((7-(4-fluorophenyl)-5-(4-(trifluoromethyl)phenyl)benzofuran-2-yl)methyl)acrylamide